C1(CCCCC1)[C@H]1[C@H](C2=CC=C(C=C2CC1)O)C1=CC=C(C=N1)N1CCC(CC1)CN1CCN(CC1)C=1C=C2CN(C(C2=CC1)=O)[C@@H]1C(NC(CC1)=O)=O (S)-3-(5-(4-((1-(6-((1R,2S)-2-cyclohexyl-6-hydroxy-1,2,3,4-tetrahydronaphthalen-1-yl)pyridin-3-yl)piperidin-4-yl)methyl)piperazin-1-yl)-1-oxoisoindolin-2-yl)piperidine-2,6-dione